OC=1C=C(C=CC1OC)C(CCN[C@@H](CC(=O)N[C@@H](CC1=CC=CC=C1)C(=O)O)C(N)=O)(C)C N-[N-[3-(3-hydroxy-4-methoxyphenyl)-3-methylbutyl]-L-alpha-asparaginyl]-L-phenylalanine